FC(C(C)(C)OC(=O)N1C=NC=C1)(F)F.NC1=C(C=C(C=N1)S(=O)(=O)NC(CCCl)C#N)Br 6-amino-5-bromo-N-(1-cyanochloropropyl)pyridine-3-sulfonamide (2,2,2-trifluoro-1,1-dimethyl-ethyl)imidazole-1-carboxylate